8-(difluoromethoxy)-N-(6-(difluoromethyl)pyridin-2-yl)-2-(tetrahydro-2H-pyran-4-yl)imidazo[1,2-a]pyridine-6-carboxamide trifluoroacetate salt FC(C(=O)O)(F)F.FC(OC=1C=2N(C=C(C1)C(=O)NC1=NC(=CC=C1)C(F)F)C=C(N2)C2CCOCC2)F